O1C=CC2=NC(=CC=C21)C(=O)O furo[3,2-b]pyridine-5-carboxylic acid